2-hexacosanoyl-rac-glycero-3-phosphocholine C(CCCCCCCCCCCCCCCCCCCCCCCCC)(=O)O[C@H](CO)COP(=O)([O-])OCC[N+](C)(C)C |r|